(5-bromo-2-methylnaphthalen-1-yl)-1H-pyrrole-2,5-dione BrC1=C2C=CC(=C(C2=CC=C1)N1C(C=CC1=O)=O)C